ClC=1C=NC2=CC(=CC=C2C1C(=O)C1=C(C(=C(C(=C1[2H])[2H])F)[2H])[2H])O (3-chloro-7-hydroxy-4-quinolyl)-(2,3,5,6-tetradeuterio-4-fluoro-phenyl)methanone